C1(CC1)N1N=NC(=C1)C=1C2=C(N=C(N1)N1[C@H](CC1)C)CCC2 4-(1-cyclopropyltriazol-4-yl)-2-[(2S)-2-methylazetidin-1-yl]-6,7-dihydro-5H-cyclopenta[d]pyrimidine